5-chloro-1'-(2-{[1-(3-hydroxy-3-methylcyclobutyl)-7-(trifluoromethyl)-1H-indazol-5-yl]oxy}ethyl)-1,2-dihydrospiro[indole-3,4'-piperidin]-2-one ClC=1C=C2C(=CC1)NC(C21CCN(CC1)CCOC=1C=C2C=NN(C2=C(C1)C(F)(F)F)C1CC(C1)(C)O)=O